ethyl-6-oxo-2-azaspiro[3.3]heptane C(C)C1NCC12CC(C2)=O